4-cyano-4'-n-heptyl-biphenyl C(#N)C1=CC=C(C=C1)C1=CC=C(C=C1)CCCCCCC